CC1=CC=C(C=NC2=NN=C(S2)C=2C=C(C(O)=CC2)O)C=C1 4-{5-[(4-methylbenzylidene)amino]-1,3,4-thiadiazol-2-yl}catechol